N-hydroxy-2-(4-(((4-oxo-2-phenyl-4H-benzopyran-3-yl)oxy)methyl)piperidin-1-yl)pyrimidine-5-carboxamide ONC(=O)C=1C=NC(=NC1)N1CCC(CC1)COC1=C(OC2=C(C1=O)C=CC=C2)C2=CC=CC=C2